CC1=C(C=CC=C1C)C1=C(C=2N=C(N=CC2C=N1)OCC12CCCN2CCC1)F 7-(2,3-dimethylphenyl)-8-fluoro-2-((hexahydro-1H-pyrrolizin-7a-yl)methoxy)pyrido[4,3-d]pyrimidine